4-[6-amino-2-(3,3-dimethylbut-1-yn-1-yl)-9H-purin-9-yl]-N-(3-methoxyphenyl)cyclohexanecarboxamide NC1=C2N=CN(C2=NC(=N1)C#CC(C)(C)C)C1CCC(CC1)C(=O)NC1=CC(=CC=C1)OC